O1C(=CC=C1)C=1C=C(C=CC1)[C@@H]1C[C@H](CC2=CC=CC=C12)N(C)C (2r,4s)-trans-4-(3-(furan-2-yl)phenyl)-N,N-dimethyl-1,2,3,4-tetrahydronaphthalen-2-amine